6-(2-hydroxy-2-methylpropoxy)-4-(6-(6-((6-methoxypyridin-2-yl)methyl)-3,6-diazabicyclo[3.1.1]heptan-3-yl)pyridin-3-yl)pyrazolo[1,5-a]pyridine-3-carbonitrile OC(COC=1C=C(C=2N(C1)N=CC2C#N)C=2C=NC(=CC2)N2CC1N(C(C2)C1)CC1=NC(=CC=C1)OC)(C)C